C[C@]1(OC2=C(C1)C=C(C(=C2)N2CCOCC2)NC(=O)C=2C=NN1C2N=CC=C1)C(NC)=O N-[(2R)-2-methyl-2-(methylcarbamoyl)-6-morpholino-3H-benzofuran-5-yl]pyrazolo[1,5-a]pyrimidine-3-carboxamide